N-(4-((2-(methylsulfonyl)phenyl)amino)-5-propionylpyridin-2-yl)cyclopropanecarboxamide CS(=O)(=O)C1=C(C=CC=C1)NC1=CC(=NC=C1C(CC)=O)NC(=O)C1CC1